Br.NC1=C2C=C(N=CC2=CC=C1)N1C=CC=2C1=CN=C(C2)O 1-(5-aminoisoquinolin-3-yl)-1H-pyrrolo[2,3-c]pyridin-5-ol HBr salt